FC1=C(OC2=C(C=C3C=NN(C3=C2)C)C(=O)N)C=CC(=C1)O 6-(2-fluoro-4-hydroxy-phenoxy)-1-methyl-indazole-5-carboxamide